(3S,4S)-4-{[5-(2,4-difluoro-phenyl)-isoxazole-3-carbonyl]-amino}-1-((1S,2S)-2-hydroxy-1-methyl-propyl)-piperidine-3-carboxylic acid methyl-phenethyl-amide CN(C(=O)[C@H]1CN(CC[C@@H]1NC(=O)C1=NOC(=C1)C1=C(C=C(C=C1)F)F)[C@H]([C@H](C)O)C)CCC1=CC=CC=C1